CC1(OB(OC1(C)C)C1=CC2=C(C(CCCO2)NC(OC(C)(C)C)=O)C=C1)C tert-butyl N-[8-(4,4,5,5-tetramethyl-1,3,2-dioxaborolan-2-yl)-2,3,4,5-tetrahydro-1-benzoxepin-5-yl]carbamate